ClC=1C=C(C=C(C1)NS(=O)(=O)C)NC(=O)C=1SC(=C(C1)C1=NC=C(C=C1OCC1=CC(=CC(=C1)F)F)F)C1CC1 N-(3-chloro-5-(methylsulfonamido)phenyl)-5-cyclopropyl-4-(3-((3,5-difluorobenzyl)oxy)-5-fluoropyridin-2-yl)thiophene-2-carboxamide